7-butyl-5-[(3-cyanophenyl)methyl]-5H,6H,7H,8H,9H,10H-cyclohepta[b]indole-4-carboxylic acid C(CCC)C1CCCC2=C(N(C3=C(C=CC=C23)C(=O)O)CC2=CC(=CC=C2)C#N)C1